Cl.N[C@@H]1[C@@H](CCCC1)OC=1C=C2CN(C(C2=CC1)=O)N1C(CCCC1=O)=O (5-(((1R,2S)-2-aminocyclohexyl)oxy)-1-oxoisoindolin-2-yl)piperidine-2,6-dione hydrochloride